ClC1=C(C=NN(C1=O)C1CCN(CC1)S(=O)(=O)C1=CC=C(C(=O)OC)C=C1)NC[C@@H]1COCCC1 methyl 4-[[4-[(1R)-5-chloro-6-oxo-4-[[(3R)-tetrahydropyran-3-yl]methylamino]pyridazin-1-yl]-1-piperidyl]sulfonyl]benzoate